The molecule is a nucleoside analogue resulting from the formal condensation of the carboxy group of hexadecanoic acid with the amino group of CNDAC. It is the prodrug of CNDAC and is currently in clinical development for the treatment of acute myeloid leukemia (AML). It has a role as an antimetabolite, an antineoplastic agent, a prodrug and a DNA synthesis inhibitor. It is a nucleoside analogue, a nitrile and a secondary carboxamide. It derives from a hexadecanoic acid and a CNDAC. CCCCCCCCCCCCCCCC(=O)NC1=NC(=O)N(C=C1)[C@H]2[C@H]([C@@H]([C@H](O2)CO)O)C#N